CN1CCN(CC1)C1=NC=2N(C(=N1)C1=CSC3=C1C=CC=C3)N=CC2 2-(4-methylpiperazino)-4-(benzothien-3-yl)pyrazolo[1,5-a][1,3,5]triazin